2-[ethyl(2-methoxyethyl)amino]quinolin C(C)N(C1=NC2=CC=CC=C2C=C1)CCOC